(3-(thiazol-2-ylthio)pyridin-2-yl)methylamine S1C(=NC=C1)SC=1C(=NC=CC1)CN